NC1=NC=NN2C1=CC=C2[C@]2([C@@H]([C@@H]([C@H](O2)COP(=O)(OC2=CC=CC=C2)N[C@@H](C)C(=O)OCC(CC)(C)C)O)O)C#N 2,2-dimethylbutyl ((((2R,3S,4R,5R)-5-(4-aminopyrrolo[2,1-f][1,2,4]triazin-7-yl)-5-cyano-3,4-dihydroxytetrahydrofuran-2-yl)methoxy)(phenoxy)phosphoryl)-L-alaninate